FC1=C(OC=2C=NC=3CCN(CC3C2)C=2C(=CC=3N(N2)C(=NN3)C(F)(F)F)C)C=C(C=C1)F 3-(2,5-difluorophenoxy)-6-(7-methyl-3-(trifluoromethyl)-[1,2,4]triazolo[4,3-b]pyridazin-6-yl)-5,6,7,8-tetrahydro-1,6-naphthyridine